(S,Z)-3-(4-chlorophenyl)-N'-((4-chlorophenyl)sulfonyl)-4-phenyl-N-((1r,4S)-4-sulfamoylcyclohexyl)-4,5-dihydro-1H-pyrazole-1-carboximidamide ClC1=CC=C(C=C1)C1=NN(C[C@@H]1C1=CC=CC=C1)\C(\NC1CCC(CC1)S(N)(=O)=O)=N/S(=O)(=O)C1=CC=C(C=C1)Cl